C(C)(=O)C=1C=C(C#N)C=CC1OC 3-acetyl-4-methoxybenzonitrile